C1(CC1)C1=NN=C(O1)C(=O)N1[C@@H](C2=C(CC1)NC=N2)C2=NN1C(C=CC(=C1)C)=C2 (S)-(5-cyclopropyl-1,3,4-oxadiazol-2-yl)(4-(6-methylpyrazolo[1,5-a]pyridin-2-yl)-6,7-dihydro-1H-imidazo[4,5-c]pyridin-5(4H)-yl)methanone